COCCCCOC=C(C)C1=CC=C(C=C1)C(=COCCC)C 1-(1-(4-methoxybutoxy)prop-1-en-2-yl)-4-(1-propoxyprop-1-en-2-yl)benzene